C1(CC1)[C@@H](C(=O)N[C@H]1C2=C(C(N3N(C1=O)CC1(CC1)C3)=O)C=CC=C2)CC(=O)NC2=CC(=NN2C)NC(C(C)C)=O (S)-2-cyclopropyl-N1-((S)-5,11-dioxo-10,11-dihydro-1H,3H,5H-spiro[benzo[d]pyrazolo[1,2-a][1,2]diazepine-2,1-cyclopropan]-10-yl)-N4-(3-isobutyramido-1-methyl-1H-pyrazol-5-yl)succinamide